3-[(3-methoxyphenyl)sulfanyl]isonicotinic acid COC=1C=C(C=CC1)SC1=C(C(=O)O)C=CN=C1